4-((2-methyl-6-((E)-(4-((E)-phenyldiazenyl)naphthalen-1-yl)diazenyl)-2,3-dihydro-1H-perimidin-2-yl)methoxy)-4-oxobutanoic acid CC1(NC=2C=CC=C3C(=CC=C(N1)C23)\N=N\C2=CC=C(C3=CC=CC=C23)\N=N\C2=CC=CC=C2)COC(CCC(=O)O)=O